C(C)(C)C=1SC=C(N1)C(=O)NC 1-(2-isopropylthiazol-4-yl)-N-methylformamide